(1r,4R)-4-(3-chloroanilino)-2'-{(2R)-3-[(1H-indol-4-yl)oxy]-2-methylpropyl}-2',3'-dihydrospiro[cyclohexane-1,1'-indene]-4-carboxylic acid ClC=1C=C(NC2(CCC3(C(CC4=CC=CC=C34)C[C@H](COC3=C4C=CNC4=CC=C3)C)CC2)C(=O)O)C=CC1